tert-butyl (Z)-2-((3-benzyl-5-(5-((tert-butyldimethylsilyl)oxy)-2-fluorophenyl)pyrazin-2-yl)amino)-3-(furan-2-yl)acrylate C(C1=CC=CC=C1)C=1C(=NC=C(N1)C1=C(C=CC(=C1)O[Si](C)(C)C(C)(C)C)F)N\C(\C(=O)OC(C)(C)C)=C/C=1OC=CC1